(4-morpholin-2-yl-phenyl)-benzamide hydrochloride Cl.N1CC(OCC1)C1=CC=C(C=C1)C1=C(C(=O)N)C=CC=C1